ClC=1C=C2C[C@H](CC2=CC1)NC=1C=CC(=NC1)[C@@H](C(F)(F)F)N(C(=O)C1CCS(CC1)(=O)=O)C N-((S)-1-(5-(((S)-5-Chloro-2,3-dihydro-1H-inden-2-yl)amino)pyridin-2-yl)-2,2,2-trifluoroethyl)-N-methyltetrahydro-2H-thiopyran-4-carboxamide 1,1-dioxide